FC(C1=CC=C(COC2=C(C=C(C=C2)B2OC(C(O2)(C)C)(C)C)OC)C=C1)F 2-(4-((4-(difluoromethyl)benzyl)oxy)-3-methoxyphenyl)-4,4,5,5-tetramethyl-1,3,2-dioxaborolane